[4-[2-[(2R)-morpholin-2-yl]-3H-imidazo[4,5-b]pyridin-7-yl]-1-piperidyl]methanone N1C[C@@H](OCC1)C1=NC=2C(=NC=CC2C2CCN(CC2)C=O)N1